C=CC(CC)NCC1CCC(CC1)CNC(C=C)CC N,N'-di(1-penten-3-yl)-1,4-cyclohexanebis(methylamine)